C(C)(C)NC(=NC(C)C)[Ga] (N,N'-diisopropylamidino)gallium